C1(OCC=C2C(C=CC=C12)=O)=O Isochromene-1,5-dione